C1(CCCCC1)NCCCS(=O)(=O)O 3-(cyclohexylamino)1-propanesulfonic acid